Cl.ClC1=CC=C(C=C1)C1=NOC(=N1)N1CCC(CC1)C(=O)NC[C@@H]1CNCC1 (S)-1-(3-(4-chlorophenyl)-1,2,4-oxadiazol-5-yl)-N-(pyrrolidin-3-ylmethyl)piperidine-4-carboxamide hydrochloride